1-acryloyloxy-3-(methacryloyloxy)-2-propanol C(C=C)(=O)OCC(COC(C(=C)C)=O)O